COC(=O)C=1C=NC=C(C1)OC1CC(C1)(F)F 5-[(3,3-difluorocyclobutyl)oxy]pyridine-3-carboxylic acid methyl ester